((6'S,7a'R)-6'-Fluorotetrahydrospiro[cyclopropane-1,1'-pyrrolizin]-7a'(5'H)-yl-3',3',6'-d3)methan-d2-ol F[C@@]1(CN2C(CC3([C@]2(C1)C(O)([2H])[2H])CC3)([2H])[2H])[2H]